ClC=1C=CC(=C(CN2CCN(CC2)C(=O)OC(C)(C)C)C1)OCC tert-butyl 4-(5-chloro-2-ethoxybenzyl)piperazine-1-carboxylate